(2S,3S)-3-amino-3-(4-chlorophenyl)-2-methylpropanoic acid phenyl ester hydrochloride Cl.C1(=CC=CC=C1)OC([C@H]([C@@H](C1=CC=C(C=C1)Cl)N)C)=O